N-monomethyl-arginine CN[C@@H](CCCNC(N)=N)C(=O)O